[N+](=O)([O-])C1=CC=C(C=C1)C1CNCC(N1)=O 6-(4-nitrophenyl)piperazin-2-one